pyrrolidone hydroiodide I.N1C(CCC1)=O